CNC1(CC=C(C#N)C=C1)NC L-4,4-dimethylaminobenzonitrile